C1(CC1)N1CCN(CC1)C1CCN(CC1)C1=C(C=C(C(=C1)OC)NC1=NC=NC(=C1)N1OCC[C@@H]1CC1=NC=CC=C1)NC(C=C)=O N-(2-(4-(4-cyclopropyl-piperazine-1-yl)piperidine-1-yl)-4-methoxy-5-((6-((S)-3-(pyridine-2-ylmethyl)isoxazolidine-2-yl)pyrimidine-4-yl)amino)-phenyl)acrylamide